1-cyclohexyloxycarbonylmethylcarbodiimide C1(CCCCC1)OC(=O)CN=C=N